2-(2-methyl-2H-indazol-7-yl)-2-(3-((5-(5,6,7,8-tetrahydro-1,8-naphthyridin-2-yl)pentyl)oxy)azetidin-1-yl)acetic acid CN1N=C2C(=CC=CC2=C1)C(C(=O)O)N1CC(C1)OCCCCCC1=NC=2NCCCC2C=C1